COC1=CC=C2C=3C=CN=C(C3N(C2=C1)CCCC(=O)N)C 4-(7-Methoxy-1-methyl-β-carbolin-9-yl)butanamide